C(=O)(C(C(C(C(C(C(C(C(C(C(C(F)(F)F)(F)F)(F)F)(F)F)(F)F)(F)F)(F)F)(F)F)(F)F)(F)F)(F)F)O The molecule is a fluoroalkanoic acid that is dodecanoic acid in which all of the hydrogens attached to carbon atoms are replaced by fluorines. It is a highly persistent, bioaccumulative breakdown product of stain- and grease-proof coatings on food packaging, soft furnishings and carpets. It has a role as an environmental contaminant. It derives from a dodecanoic acid.